C(C)(C)(C)C=1C=C(N(N1)C1=CC=C(C=C1)C)NC(=O)NC1=CC=C(C2=CC=CC=C12)C=CC1=CC=NC=C1 1-[5-tert-butyl-2-p-tolyl-2H-pyrazol-3-yl]-3-[4-(2-pyridin-4-yl-vinyl)naphthalen-1-yl]-urea